5,7-dimethyl-2-ethoxycarbonyl-3,4-dimethoxycarbonylquinoline CC1=C2C(=C(C(=NC2=CC(=C1)C)C(=O)OCC)C(=O)OC)C(=O)OC